[Sn].C(C)C=1C=NC(=NC1)N1CCC(CC1)CCCOC1=CC(=C(C(=C1)F)CC(=O)N1CC(C1)CO)F 2-(4-(3-(1-(5-ethylpyrimidin-2-yl)piperidin-4-yl)propoxy)-2,6-difluorophenyl)-1-(3-(hydroxymethyl)azetidin-1-yl)ethan-1-one tin